ClC=1C=C(C=CC1N1CCN(CC1)C)NC1=NC=CC(=N1)NC1=CN=NC2=C(C=CC=C12)C N2-(3-chloro-4-(4-methylpiperazin-1-yl)phenyl)-N4-(8-methylcinnolin-4-yl)pyrimidine-2,4-diamine